octane-bis(tetrafluoroborate) salt F[B-](F)(F)F.F[B-](F)(F)F.CCCCCCCC